(S)-5-amino-6-(((R)-1-carboxy-2-(1-methyl-1H-indol-3-yl)ethyl)amino)-6-oxohexanoic acid N[C@@H](CCCC(=O)O)C(=O)N[C@H](CC1=CN(C2=CC=CC=C12)C)C(=O)O